BrC\C=C(\C(=O)[O-])/CCC=C(C)C (E)-2-(2-bromoethylidene)-6-methylhept-5-enoate